C(CC)N(C(=O)N1C=NC=C1)CCOC1=C(C=C(C=C1Cl)Cl)Cl N-propyl-N-[2-(2,4,6-trichlorophenoxy)ethyl]-imidazole-1-carboxamide